methyldihydropyrimidine CN1CN=CC=C1